C(C)(C)(C)OC(C1=C(C=CC=C1)N(C(CCOC)=O)NC(=O)OC(C)(C)C)=O 2-(((tert-butoxycarbonyl)amino)-3-methoxypropionylamino)benzoic acid tert-butyl ester